FC1=CC=2N=C(SC2C=2[C@@H]([C@H](OC21)CO)C)C=2C=C(C=C1N=C(C=NC21)OC)C#N 8-((7S,8S)-5-fluoro-7-(hydroxymethyl)-8-methyl-7,8-dihydrobenzofuro[5,4-d]thiazol-2-yl)-3-methoxyquinoxaline-6-carbonitrile